5-((2-(4-((3-(cyanomethyl)-5-(2,2,2-trifluoroethoxy)benzyl)amino)butoxy)ethyl)amino)benzo[c][2,6]naphthyridine-8-carboxamide C(#N)CC=1C=C(CNCCCCOCCNC2=NC3=C(C4=CN=CC=C24)C=CC(=C3)C(=O)N)C=C(C1)OCC(F)(F)F